6-(2,6-dichloro-3,5-dimethoxyphenyl)-N-(2-(2-(dimethylamino)ethoxy)ethyl)-2-(methylthio)pyrido[3,4-d]pyrimidine-8-amine ClC1=C(C(=C(C=C1OC)OC)Cl)C1=CC2=C(N=C(N=C2)SC)C(=N1)NCCOCCN(C)C